[C-]#N.C(CCCCCCCCCC)[N+]1(CCCCC1)C 1-Undecyl-1-methylpiperidinium cyanid